NC1=NC=C(C2=C1C=NN2C2OCCCC2)NC(C(N2[C@@H](CC[C@@H](C2)C)C=2N(N=CC2)CC)=O)=O |r| N-(4-amino-1-tetrahydropyran-2-yl-pyrazolo[4,3-c]pyridin-7-yl)-2-oxo-2-[rac-(2S,5S)-2-(2-ethylpyrazol-3-yl)-5-methyl-1-piperidyl]acetamide